3-(hydroxymethyl)-1-[6-[2-hydroxy-6-methyl-4-(trifluoromethyl)phenyl]pyridazin-3-yl]piperidin-2-one OCC1C(N(CCC1)C=1N=NC(=CC1)C1=C(C=C(C=C1C)C(F)(F)F)O)=O